COC(=O)CCC1C2C3C4C=CC(C3C(C1)C2)C4 8-methoxycarbonylethyl-tetracyclo[4.4.0.12,5.17,10]-3-dodecene